C(C)(C)(C)C1=NN=C(O1)C(=O)N1[C@@H](C2=C(CC1)NC=N2)C2=NN1C(C(=CC=C1)OC)=C2 (S)-(5-(tert-butyl)-1,3,4-oxadiazol-2-yl)(4-(4-methoxypyrazolo[1,5-a]pyridin-2-yl)-6,7-dihydro-1H-imidazo[4,5-c]pyridin-5(4H)-yl)methanone